ClC1=CC(=C(CCOC2=CC=C3CCN(CC3=C2)CC2=NC3=C(N2C[C@H]2OCC2)C=C(C=C3)C(=O)OC)C=C1)F (S)-methyl 2-((7-(4-chloro-2-fluorophenethoxy)-3,4-dihydroisoquinolin-2(1H)-yl) methyl)-1-((oxetan-2-yl) methyl)-1H-benzo[d]imidazole-6-carboxylate